ClC1=C(C(=O)NC2=C(C=C(C=C2)C(C(F)(F)F)(C(F)(F)F)Cl)Cl)C=CC=C1 2-chloro-N-(2-chloro-4-(2-chloro-1,1,1,3,3,3-hexafluoropropan-2-yl)phenyl)benzamide